ClC1=NN(C(C2=CC=CC=C12)=O)C1=CC(=C(C=C1)F)Cl 4-chloro-2-(3-chloro-4-fluorophenyl)phthalazin-1(2H)-one